1-(((trans)-4-aminocyclohexyl)oxy)-2-methylpropan-2-ol N[C@@H]1CC[C@H](CC1)OCC(C)(O)C